10-(tert-butylsulfonyl)-7-hydroxy-5-octylphenanthridin-6(5H)-one C(C)(C)(C)S(=O)(=O)C=1C=CC(=C2C(N(C=3C=CC=CC3C12)CCCCCCCC)=O)O